FC(C1=CC2=C(N=C(N=C2)NC2CCN(CC2)S(=O)(=O)C)N(C1=O)[C@H]1C[C@@H](CC1)O)F |o1:24,26| (-)-6-(difluoromethyl)-8-[(1R*,3R*)-3-hydroxycyclopentyl]-2-{[1-(methylsulfonyl)piperidin-4-yl]amino}pyrido[2,3-d]pyrimidin-7(8H)-one